triazineonyl-formaldehyde N1=NNC(C(=C1)C=O)=O